(R)-N-(1-(3-amino-5-(trifluoromethyl)phenyl)ethyl)-6-(1-isopropylpiperidin-4-yl)-2-methyl-8,9-dihydro-7H-cyclopenta[h]quinazolin-4-amine NC=1C=C(C=C(C1)C(F)(F)F)[C@@H](C)NC1=NC(=NC2=C3C(=C(C=C12)C1CCN(CC1)C(C)C)CCC3)C